C1(=CC=CC=C1)C(C1=CC=CC=C1)=N[C@@H](C(=O)OC)[C@H]1CN2CCC1CC2 (R)-methyl 2-((diphenylmethylene)amino)-2-((3R)-quinuclidin-3-yl)acetate